4-amino-N',1-dimethyl-N'-(2-pyridyl)-N-[[5-(trifluoromethyl)-2-pyridyl]methyl]pyrazolo[4,3-c]quinoline-8-carbohydrazide NC1=NC=2C=CC(=CC2C2=C1C=NN2C)C(=O)N(N(C2=NC=CC=C2)C)CC2=NC=C(C=C2)C(F)(F)F